NC=1C(=NC(=CC1)OC)C(CN(C(=O)OC(C)(C)C)CC1=C(C=CC(=C1)F)NC1=C(C(=O)OC)C=C(C(=C1)C(F)(F)F)F)(C)C methyl 2-((2-(((2-(3-amino-6-methoxypyridin-2-yl)-2-methylpropyl) (tert-butoxycarbonyl) amino) methyl)-4-fluorophenyl) amino)-5-fluoro-4-(trifluoromethyl)-benzoate